BrC=1C=CC(=NC1F)N1CC(C1)C(C)O [1-(5-bromo-6-fluoropyridin-2-yl)azetidin-3-yl]ethanol